2'-(1H-1,3-benzodiazol-2-yl)-5'-chloro-4-{[(2S)-1-methoxy-3-phenylpropan-2-yl]carbamoyl}-[1,1'-biphenyl]-2-carboxylic acid N1C(=NC2=C1C=CC=C2)C2=C(C=C(C=C2)Cl)C=2C(=CC(=CC2)C(N[C@H](COC)CC2=CC=CC=C2)=O)C(=O)O